O1[C@H](CCC1)C1=NC2=C(N1)C=C(C=C2C(=O)NCC2=C(C=CC=C2)C(F)(F)F)NC(=O)C2=C(C=CC=C2)C(F)(F)F 2-[(2R)-tetrahydrofuran-2-yl]-N-[2-(trifluoromethyl)benzyl]-6-({[2-(trifluoromethyl)phenyl]carbonyl}amino)-1H-benzimidazole-4-carboxamide